isononyl glycidyl ether C(C1CO1)OCCCCCCC(C)C